C(CCCCCCCCC)C1COC=2C(O1)=CSC2 2-decyl-2,3-dihydrothieno[3,4-b][1,4]dioxine